(9-imino-9-oxido-1-oxa-9λ6-thia-4-azaspiro[5.5]undecan-4-yl)(2-methylquinolin-4-yl)methanone N=S1(CCC2(CN(CCO2)C(=O)C2=CC(=NC3=CC=CC=C23)C)CC1)=O